C1OC2=CSC=C2OC1 3,4-ETHYLENDIOXYTHIOPHEN